(R)-N-(7-(1-(1-acryloylpiperidin-3-yl)-4-amino-1H-pyrazolo[3,4-d]pyrimidin-3-yl)benzo[d][1,3]dioxan-4-yl)-3-chloro-4-(trifluoromethyl)benzamide C(C=C)(=O)N1CC(CCC1)N1N=C(C=2C1=NC=NC2N)C=2C=CC1=C(OCO[C@H]1NC(C1=CC(=C(C=C1)C(F)(F)F)Cl)=O)C2